ClC=1C=CC2=C(NN=N2)C1 6-ChloroBenzotriazole